4-((1-methylazetidin-3-yl)sulfonyl)phenol CN1CC(C1)S(=O)(=O)C1=CC=C(C=C1)O